COC1=CC=C2C=NN(C2=C1NS(=O)(=O)C=1C=NC(=CC1)N1C(OCC1)=O)C N-(6-methoxy-1-methylindazol-7-yl)-6-(2-oxo-1,3-oxazolidin-3-yl)pyridine-3-sulfonamide